tert-butyl (1R)-1-{[(6-chloropyridin-2-yl)oxy]methyl}-6-azaspiro[2.5]octane-6-carboxylate ClC1=CC=CC(=N1)OC[C@@H]1CC12CCN(CC2)C(=O)OC(C)(C)C